CCC(=O)OP(=O)(O)OC[C@@H]1[C@H]([C@H]([C@@H](O1)N2C=NC3=C(N=CN=C32)N)O)O The molecule is a purine ribonucleoside 5'-monophosphate consisting of adenosine 5'-monophosphate where one of the hydroxy groups of the phosphate has been condensed with propionic acid. It has a role as a mouse metabolite. It derives from an adenosine 5'-monophosphate and a propionic acid. It is a conjugate acid of a propanoyl-AMP(1-).